C1(CC1)C=1C(=CC(=C(C1)N(S(=O)(=O)C)C)[N+](=O)[O-])F N-(5-Cyclopropyl-4-fluoro-2-nitrophenyl)-N-methylmethanesulfonamide